4-Ethyl-1,3-dioxolan C(C)C1OCOC1